oxazolidin-2-one bis(2,2,2-trifluoroacetate) FC(C(=O)O)(F)F.FC(C(=O)O)(F)F.O1C(NCC1)=O